(2-Chloro-4-fluoro-phenyl)-[8-[2-methoxy-5-(4-piperidylsulfonyl)phenyl]-3,8-diazabicyclo[3.2.1]octane-3-yl]methanone, hydrochloride Cl.ClC1=C(C=CC(=C1)F)C(=O)N1CC2CCC(C1)N2C2=C(C=CC(=C2)S(=O)(=O)C2CCNCC2)OC